NCC=1C=CC(=NC1)C(NC(C(NCCCCC(NC(NC(CCC(=O)[O-])C(=O)[O-])=O)C(=O)[O-])=O)CC1=NC2=CC=CC=C2C=C1)=O 1-[5-(aminomethyl)pyridin-2-yl]-1,4,12-trioxo-3-[(quinolin-2-yl)methyl]-2,5,11,13-tetraazahexadecane-10,14,16-tricarboxylate